C1(C=CC=C1)[Mn](C1C=CC=C1)C1C=CC=C1 tricyclopentadienyl-manganese